N-(vinylbenzyl)-β-aminoethyl-γ-aminopropyltriethoxysilane C(=C)C(C1=CC=CC=C1)NCCC[Si](OC(C)CCN)(OCC)OCC